C(=C)OCCON1C(C2=CC=CC=C2C1=O)=O 2-[2-(vinyloxy)ethoxy]isoindoline-1,3-dione